CC1N(C2=CC=CC=C2C1)CC(=O)N1CCCC1 2-(2-methylindolin-1-yl)-1-(pyrrolidin-1-yl)ethan-1-one